C(#N)C1(CCN(CC1)C(=O)NC=1SC(=C(N1)C1=C(C(=CC=C1)C#N)C)C1=CC(=NC(=C1)C)C)C 4-cyano-N-[4-(3-cyano-2-methyl-phenyl)-5-(2,6-dimethyl-4-pyridyl)thiazol-2-yl]-4-methyl-piperidine-1-carboxamide